Cl.NC1=NC(=C(C(=N1)N)OCCCOC1=C(C=CC=C1)/C=C/C(=O)NO)CC (E)-3-{2-[3-(2,4-Diamino-6-ethylpyrimidin-5-yloxy)propoxy]phenyl}-N-hydroxyacrylamide hydrochloride